propyl-dihydrogenphosphat C(CC)OP(=O)(O)O